FC=1C=C2C(NN=C(C2=CC1F)[C@@H](C)N(C(=O)C=1NC2=CC=CC=C2C1)CC(C)C)=O |r| racemic-N-[1-(6,7-difluoro-4-oxo-3H-phthalazin-1-yl)ethyl]-N-isobutyl-1H-indole-2-carboxamide